ClC=1C=C(C=C(C1)Cl)NC(=O)C=1SC(=CC1)CN1N=C(C=C1C)C N-(3,5-dichlorophenyl)-5-((3,5-dimethyl-1H-pyrazol-1-yl)methyl)thiophene-2-carboxamide